(3R)-1-(7-(5-cyclopropyl-6-methyl-1H-indazol-4-yl)-8-fluoro-2-(((2R,7aR)-2-methoxytetrahydro-1H-pyrrolizin-7a(5H)-yl)methoxy)pyrido[4,3-d]pyrimidin-4-yl)-3-methylpiperidin-3-ol C1(CC1)C=1C(=C2C=NNC2=CC1C)C1=C(C=2N=C(N=C(C2C=N1)N1C[C@@](CCC1)(O)C)OC[C@@]12CCCN2C[C@@H](C1)OC)F